C(C)(=O)OC1(CC1)C(=O)O 1-Acetoxycyclopropane-1-carboxylic acid